3-ethyl-[(tri-ethoxysilyl-propoxy)methyl]oxetane C(C)C1C(OC1)COCCC[Si](OCC)(OCC)OCC